beta-glucosyl-5-hydroxymethyl-2'-deoxycytidine [C@@H]1([C@H](O)[C@@H](O)[C@H](O)[C@H](O1)CO)[C@@]1(C[C@H](O)[C@@H](CO)O1)N1C(=O)N=C(N)C(=C1)CO